tert-butyl (S,Z)-((1-(6-(2-fluoro-2-(4-(pyridazin-4-yl)pyrimidin-2-yl)vinyl)-3-phenoxy-2-(trifluoromethyl)phenyl)piperidin-3-yl)methyl)carbamate F\C(=C/C1=CC=C(C(=C1N1C[C@@H](CCC1)CNC(OC(C)(C)C)=O)C(F)(F)F)OC1=CC=CC=C1)\C1=NC=CC(=N1)C1=CN=NC=C1